(R)-5-ethynyl-2-(5-methoxy-3-((1-methylpiperidin-3-yl)amino)-1,2,4-triazin-6-yl)phenol C(#C)C=1C=CC(=C(C1)O)C1=C(N=C(N=N1)N[C@H]1CN(CCC1)C)OC